[(3aS,4R,5R,6aR)-5-fluoro-2-(5-methylthiophene-2-carbonyl)-3,3a,4,5,6,6a-hexahydro-1H-cyclopenta[c]pyrrol-4-yl]4-methylbenzenesulfonate F[C@H]1[C@@H]([C@H]2[C@H](CN(C2)C(=O)C=2SC(=CC2)C)C1)OS(=O)(=O)C1=CC=C(C=C1)C